tert-butyl (R)-(3-(4-iodophenyl)-1-morpholino-1-oxopropan-2-yl)carbamate IC1=CC=C(C=C1)C[C@H](C(=O)N1CCOCC1)NC(OC(C)(C)C)=O